2-(p-toluenesulfonyl)ethane-1-ol CC1=CC=C(C=C1)S(=O)(=O)CCO